1-(butyl)-4-(3-(4,4,5,5-tetramethyl-1,3,2-dioxaborolan-2-yl)phenyl)piperazine C(CCC)N1CCN(CC1)C1=CC(=CC=C1)B1OC(C(O1)(C)C)(C)C